1-phenylpyrimidino[4,5-d]pyrimidine-2,4(1H,3H)-dione C1(=CC=CC=C1)N1C(NC(C=2C1=NC=NC2)=O)=O